4-(2,5-dioxo-1-((tetrahydro-2H-pyran-4-yl)methyl)-2,5-dihydro-1H-pyrrol-3-yl)benzonitrile O=C1N(C(C=C1C1=CC=C(C#N)C=C1)=O)CC1CCOCC1